2-((fluoromethoxy)methyl)oxirane FCOCC1OC1